gamma-(2,3-epoxypropoxy)allyl-trimethoxysilane C(C1CO1)OC=CC[Si](OC)(OC)OC